4-iodo-N1-(3-methoxy-4-((4-methoxybenzyl)oxy)benzyl)benzene-1,2-diamine IC=1C=C(C(=CC1)NCC1=CC(=C(C=C1)OCC1=CC=C(C=C1)OC)OC)N